C(C1=CC=CC=C1)OC1=CC=C(C=N1)C1CN(CCC1=O)C(=O)OC(C)(C)C tert-butyl 3-(6-benzyloxy-3-pyridyl)-4-oxo-piperidine-1-carboxylate